C(C)(C)(C)OC(=O)N[C@@H](C(C)C)C(=O)O[C@@H]1[C@H](O[C@@]([C@@H]1O)(C#N)C1=CC=C2C(=NC=NN21)NC(C(C)(C)OCCCC)=O)COC(CC2=CC=CC=C2)=O (2R,3S,4R,5R)-5-(4-(2-butoxy-2-methylpropanamido)pyrrolo[2,1-f][1,2,4]triazin-7-yl)-5-cyano-4-hydroxy-2-((2-phenylacetoxy)methyl)tetrahydrofuran-3-yl (tert-butoxycarbonyl)-L-valinate